C1(CC1)C1=CC=C(CC2CC3(CN(C3)C(=O)C3CC(C3)(C)O)C2)C=C1 (6-(4-cyclopropylbenzyl)-2-azaspiro[3.3]hept-2-yl)((1s,3s)-3-hydroxy-3-methylcyclobutyl)methanone